2-(2-(piperazinyl)ethylthio)-4-(3-chloro-4-(3-fluorobenzyloxy)phenylamino)pyrazolo[1,5-a][1,3,5]triazine N1(CCNCC1)CCSC1=NC=2N(C(=N1)NC1=CC(=C(C=C1)OCC1=CC(=CC=C1)F)Cl)N=CC2